2-cyclohexylidene-3-pyridineacetonitrile C1(CCCCC1)=C1NC=CC=C1CC#N